(2R)-4-[(4-fluorophenyl)methyl]-2-methylpiperazin FC1=CC=C(C=C1)CN1C[C@H](NCC1)C